7-(((3R,5R)-5-(4-(2-(azetidin-3-yl)ethoxy)phenyl)-1-methylpiperidin-3-yl)amino)-6-bromo-5H-thiazolo[3,2-a]pyrimidine-5-one N1CC(C1)CCOC1=CC=C(C=C1)[C@H]1C[C@H](CN(C1)C)NC=1N=C2N(C(C1Br)=O)C=CS2